FC(C=1C(=C(C=CC1)[C@@H](C)NC=1C=2C(N=C(N1)C)=C(C(N(C2)C2(CC2)CF)=O)C2(CCN(CC2)C2COC2)O)F)F (R)-4-((1-(3-(Difluoromethyl)-2-fluorophenyl)ethyl)amino)-6-(1-(fluoromethyl)cyclopropyl)-8-(4-Hydroxy-1-(oxetane-3-yl)piperidin-4-yl)-2-methylpyrido[4,3-d]pyrimidin-7(6H)-one